CN1N=C2C(N(C=3C=CC(=CC23)SC)C2=CC=C(C=C2)C(F)(F)F)=C1 2-methyl-7-(methylsulfanyl)-4-[4-(trifluoromethyl)phenyl]-pyrazolo[4,3-b]indole